OC1=C2C3C(C(OC2=CC(=C1C(=O)NC)CCC)(C)C)CCC(=C3)C 1-hydroxy-N,6,6,9-tetramethyl-3-propyl-6a,7,8,10a-tetrahydro-6H-benzo[c]chromene-2-carboxamide